5-(4-oxopiperidin-1-yl)thiophene-2-carbaldehyde O=C1CCN(CC1)C1=CC=C(S1)C=O